(1,5-phenylene) ether C12=CC=CC(=C1)O2